(+/-)-1-[(3aS,6aR)-octahydrocyclopenta[c]pyrrol-3a-yl]methylamine dihydrochloride Cl.Cl.C1NC[C@@]2([C@H]1CCC2)CN |r|